(1S,4S)-N-(4-(5-(difluoromethyl)-1,3,4-oxadiazol-2-yl)-2-fluorobenzyl)-N-(4-fluorophenyl)-2,5-diazabicyclo[2.2.1]heptane-2-thioamide FC(C1=NN=C(O1)C1=CC(=C(CN(C(=S)N2[C@@H]3CN[C@H](C2)C3)C3=CC=C(C=C3)F)C=C1)F)F